FC=1C(=NC=CC1I)N1C[C@H](O[C@H](C1)C)C (2R,6S)-4-(3-fluoro-4-iodopyridin-2-yl)-2,6-dimethylmorpholine